C1C=CC2=CC=CC=C2C1(C3=CC=CC4=CC=CC=C43)O 1'-Binaphthol